1,3-bis(isocyanatomethyl)cyclohexane [1-[4-(6-oxaspiro[3.3]-heptan-2-ylamino)-5-oxido-6,7-dihydrothieno-[3,2-d]pyrimidin-5-ium-2-yl]azetidin-3-yl]thiazole-4-carboxylate C1C(CC12COC2)NC=2C1=C(N=C(N2)N2CC(C2)OC(=O)C=2N=CSC2)CC[S+]1[O-].N(=C=O)CC1CC(CCC1)CN=C=O